3-[2-(3-Cyano-5-fluoro-phenyl)ethynyl]-6,8-dihydro-5H-[1,2,4]triazolo[4,3-a]pyrazine-7-carboxylic acid tert-butyl ester C(C)(C)(C)OC(=O)N1CC=2N(CC1)C(=NN2)C#CC2=CC(=CC(=C2)F)C#N